FC(S(=O)(=O)OC1=NC=2N(N=C3C2[C@H]2C4=C(C(N([C@@H]3C2)C([2H])([2H])[2H])=O)C=CC=C4OC(F)F)C=C1)(F)F (7R,14S)-1-(difluoromethoxy)-6-(methyl-d3)-5-oxo-5,6,7,14-tetrahydro-7,14-methanobenzo[c]pyrimido[1',2':1,5]pyrazolo[4,3-f]azocin-12-yl trifluoromethanesulfonate